C(C)(C)(C)[C@@H]1CC=2C=C3C(=NC2CC1)SC(=N3)C(=O)N[C@H](CCN3CCC(CC3)O)C3=CC=C(C=C3)C=3C=NSC3 |r| rac-(7S)-7-tert-butyl-N-[rac-(1R)-3-(4-hydroxy-1-piperidyl)-1-(4-isothiazol-4-ylphenyl)propyl]-5,6,7,8-tetrahydrothiazolo[5,4-b]quinoline-2-carboxamide